3-(6-bromo-1-oxoisoindolin-2-yl)piperidine-2,6-dione BrC1=CC=C2CN(C(C2=C1)=O)C1C(NC(CC1)=O)=O